(E)-5-(2,4-dioxotetrahydropyrimidin-1(2H)-yl)-3-hydroxypyridineformaldoxime O=C1N(CCC(N1)=O)C=1C=C(C(=NC1)\C=N\O)O